[Br-].C[N+](CCCCCCCCCCCCCCCCCC)(CCCCCCCCCCCCCCCCCC)C di-methyl-dioctadecyl-ammonium bromide